N-(7-allyl-7-azaspiro[3.5]nonan-2-yl)-N-phenylthiophene-3-carboxamide hydrochloride Cl.C(C=C)N1CCC2(CC(C2)N(C(=O)C2=CSC=C2)C2=CC=CC=C2)CC1